Ethyl [({(3S,5aR,6R,7R,8aS)-7-hydroxy-6-[(1E,3R)-3-hydroxy-4-phenoxy-1-buten-1-yl]octahydro-2H-cyclopenta[b]oxepin-3-yl}methyl)thio]acetate O[C@H]1[C@@H]([C@@H]2[C@@H](OC[C@H](CC2)CSCC(=O)OCC)C1)\C=C\[C@H](COC1=CC=CC=C1)O